methyl 4-(3-((tert-Butoxycarbonyl) amino)-3-(methylcarbamoyl) piperidin-1-yl)-3'-fluoro-[1,1'-biphenyl]-3-carboxylate C(C)(C)(C)OC(=O)NC1(CN(CCC1)C1=C(C=C(C=C1)C1=CC(=CC=C1)F)C(=O)OC)C(NC)=O